FC1=CC=2C=3N(C(=NC2C(=C1)OC)N)N=C(N3)CC[C@@H]3CC=1N(CC3)C(=NC1)C1(CC1)C(F)(F)F |o1:19| (S or R)-9-fluoro-7-methoxy-2-(2-(3-(1-(trifluoromethyl)cyclopropyl)-5,6,7,8-tetrahydroimidazo[1,5-a]pyridin-7-yl)ethyl)-[1,2,4]triazolo[1,5-c]quinazolin-5-amine